4-{(biphenyl-4-yl)-phenylamino}-4'-{bis(4-naphthalen-1-yl-phenyl)amino}-2'-phenyl-biphenyl C1(=CC=C(C=C1)N(C1=CC=C(C=C1)C1=C(C=C(C=C1)N(C1=CC=C(C=C1)C1=CC=CC2=CC=CC=C12)C1=CC=C(C=C1)C1=CC=CC2=CC=CC=C12)C1=CC=CC=C1)C1=CC=CC=C1)C1=CC=CC=C1